4-(3-((3R,5R)-3-amino-5-methylpiperidine-1-carbonyl)-1-(4-cyclopropyl-2-fluorophenyl)-1H-pyrazole-5-yl)-2-fluorobenzonitrile N[C@H]1CN(C[C@@H](C1)C)C(=O)C1=NN(C(=C1)C1=CC(=C(C#N)C=C1)F)C1=C(C=C(C=C1)C1CC1)F